1-(2-(3-(2-ethoxy-2-oxoacetyl)-1H-pyrrol-1-yl)ethyl)cyclohexane-1-carboxylic acid methyl ester COC(=O)C1(CCCCC1)CCN1C=C(C=C1)C(C(=O)OCC)=O